tert-butyl (2-((1-((2-isopropoxynaphthalen-1-yl)methyl)naphthalen-2-yl)oxy)ethyl)carbamate C(C)(C)OC1=C(C2=CC=CC=C2C=C1)CC1=C(C=CC2=CC=CC=C12)OCCNC(OC(C)(C)C)=O